NC1=C(C(=O)C2C(OCC2)=O)C=CC(=C1F)Br 3-(2-amino-4-bromo-3-fluorobenzoyl)dihydrofuran-2(3H)-one